C(C)NC=1C=C(CC2[C@@](C(NC12)=O)(C)N1C[C@@H]([C@@H](CC1)C1=CC=CC=C1)C(=O)NC1=CC=CC=C1)F (3R,4R)-1-[(3R)-7-(ethylamino)-5-fluoro-3-methyl-2-oxo-dihydro-indol-3-yl]-N,4-diphenyl-piperidine-3-carboxamide